3-(trans-4-(2-(9-methoxy-3,4-dihydrobenzo[4,5]imidazo[1,2-a]pyrazin-2(1H)-yl)ethyl)cyclohexyl)-1,1-dimethylurea COC1=CC=CC2=C1N=C1N2CCN(C1)CC[C@@H]1CC[C@H](CC1)NC(N(C)C)=O